(R)-N-(5-((6-(3-(3-(5-fluoro-6-meth-ylpyridin-3-yl)-phenyl)isoxazolidin-2-yl)pyrimidin-4-yl)amino)-4-methoxy-2-(4-methylpiperazin-1-yl)phenyl)acryl-amide FC=1C=C(C=NC1C)C=1C=C(C=CC1)[C@@H]1N(OCC1)C1=CC(=NC=N1)NC=1C(=CC(=C(C1)NC(C=C)=O)N1CCN(CC1)C)OC